1-((R)-8-(4-bromo-3-methylphenylsulfonyl)-1-oxa-8-azaspiro[4.5]decan-3-ylamino)-3-(3-(1-(hydroxymethyl)cyclopropylsulfonyl)phenoxy)propan-2-ol BrC1=C(C=C(C=C1)S(=O)(=O)N1CCC2(C[C@H](CO2)NCC(COC2=CC(=CC=C2)S(=O)(=O)C2(CC2)CO)O)CC1)C